OCCOC(C1=CC=C(C(=O)OCCO)C=C1)=O Bis(2-hydroxyethyl)terephthalat